C(CCCCCCC\C=C/C\C=C/CCCCC)N(CCO)CCCCCCCC\C=C/C\C=C/CCCCC 2-(di((9Z,12Z)-octadeca-9,12-dien-1-yl)amino)ethan-1-ol